1-(2-cyclopropylpropan-2-yl)-N-{[3-(4-{[(3S,4R)-3-fluoro-1-methylpiperidin-4-yl]amino}-1-(2,2,2-trifluoroethyl)-1H-indol-2-yl)-1,2,4-oxadiazol-5-yl]methyl}-1H-pyrrole-3-carboxamide C1(CC1)C(C)(C)N1C=C(C=C1)C(=O)NCC1=NC(=NO1)C=1N(C2=CC=CC(=C2C1)N[C@H]1[C@H](CN(CC1)C)F)CC(F)(F)F